FC1(CC=C(CC1)C1=CC=C(C=C1)C[C@H](C(=O)OCC1=CC=CC=C1)O)F Benzyl (2R)-3-[4-(4,4-difluorocyclohex-1-en-1-yl)phenyl]-2-hydroxypropanoate